Cl.FC(C1=CC=C(OC=2C=C3C(=CNC3=CC2)N)C=C1)(F)F 5-(4-(trifluoromethyl)phenoxy)-1H-indol-3-amine hydrochloride